FC=1C(=C(C(=O)F)C=CC1F)NC1=C(C=C(C=C1)I)F 3,4-difluoro-2-(2-fluoro-4-iodophenylamino)benzoylfluoride